NC1=C(C(=O)NC)C=C(C=C1Cl)Cl 2-amino-3,5-dichlorobenzoylmethylamine